ClC=1C=C(C#N)C=C(N1)NC1CCC(CC1)(F)F 2-chloro-6-((4,4-difluorocyclohexyl)amino)isonicotinonitrile